7-Chloro-2,4-dimethyl-N-((6-methyl-4-(methylsulfanyl)-2-oxo-1,2-dihydropyridin-3-yl)methyl)-2-(4-(pyridin-2-yl)cyclohexyl)benzo[d][1,3]dioxan-5-carboxamide ClC=1C=C(C2=C(OC(OC2C)(C2CCC(CC2)C2=NC=CC=C2)C)C1)C(=O)NCC=1C(NC(=CC1SC)C)=O